FC1=CC=C(C=C1)N1N=CC2=C1N=C(N(C2=O)OCCCCN2CCOCC2)C 1-(4-fluorophenyl)-6-methyl-5-{[4-(1,4-oxazinan-4-yl)butyl]oxy}-4,5-dihydro-1H-pyrazolo[3,4-d]pyrimidin-4-one